BrC=1N=C(SC1)C(CCN1C(C2=CC=CC=C2C1=O)=O)NC(OC(C)(C)C)=O tert-butyl (1-(4-bromothiazol-2-yl)-3-(1,3-dioxoisoindolin-2-yl)propyl)carbamate